Cl.CO[C@H](CCN)C (S)-3-methoxybutan-1-amine hydrochloride